(((9aR,10S)-10-((R)-(2,3-difluorophenyl)(3-fluorophenyl)methyl)-3,5-dioxo-3,5,8,9,9a,10-hexahydro-7H-pyrrolo[1',2':4,5]pyrazino[1,2-b]pyridazin-4-yl)oxy)methyl acetate C(C)(=O)OCOC1=C2N(N=CC1=O)[C@H]([C@@H]1N(C2=O)CCC1)[C@H](C1=CC(=CC=C1)F)C1=C(C(=CC=C1)F)F